N-(4-(2-(2-(4,4-Difluoropiperidin-1-yl)-6-methylpyrimidin-4-yl)oxazol-4-yl)-3-(6-azaspiro[2.5]octan-6-yl)phenyl)-2-hydroxyethane-1-sulfonamide FC1(CCN(CC1)C1=NC(=CC(=N1)C=1OC=C(N1)C1=C(C=C(C=C1)NS(=O)(=O)CCO)N1CCC2(CC2)CC1)C)F